C(C)(C)(C)OC(NCCN1C=C(C2=C1N=CN=C2N)I)=O (2-(4-amino-5-iodo-7H-pyrrolo[2,3-d]pyrimidin-7-yl)ethyl)carbamic acid tert-butyl ester